Tert-butyl (R)-4-hydroxy-7-methyl-7,8-dihydropyrido[4,3-d]pyrimidine-6(5H)-carboxylate OC=1C2=C(N=CN1)C[C@H](N(C2)C(=O)OC(C)(C)C)C